NC1=NC=C(C=C1O[C@@H](C)C=1C=C(C=CC1)NC(C1=CC(=CC=C1)C(F)(F)F)=O)Cl (S)-N-(3-(1-((2-amino-5-chloropyridin-3-yl)oxy)ethyl)phenyl)-3-(trifluoromethyl)benzamide